NC(C(=O)O)(CCCCB(O)O)[C@@H]1C[C@@H](C1)NCC1=CC=C(C=C1)OC(F)(F)F cis-2-amino-6-borono-2-(3-(4-(trifluoromethoxy)benzylamino)cyclobutyl)hexanoic acid